BrC1=C(C=C(C=C1[2H])C=1C(=CC(=CC1[2H])[2H])[2H])[2H] 4-bromo-1,1'-biphenyl-2',3,4',5,6'-d5